2-hydroxy-N-(5-chloro-1,3-thiazol-2-yl)benzamide OC1=C(C(=O)NC=2SC(=CN2)Cl)C=CC=C1